tert-butyl (2R,5S)-2,5-dimethyl-4-[7-([1,2,4]triazolo[4,3-a]pyrazin-6-yl)spiro[6H-pyrrolo[2,3-d]pyrimidine-5,1'-cyclobutane]-4-yl]piperazine-1-carboxylate C[C@H]1N(C[C@@H](N(C1)C=1C2=C(N=CN1)N(CC21CCC1)C=1N=CC=2N(C1)C=NN2)C)C(=O)OC(C)(C)C